C(C)N1CCN(CC1)C(=O)C=1C=C2C(=NN=C(C2=CC1NC)NC(C)C=1C(=C(C#N)C=CC1)C)C 3-(1-((6-(4-ethylpiperazine-1-carbonyl)-4-methyl-7-(methylamino)phthalazin-1-yl)amino)ethyl)-2-methylbenzonitrile